(2-chloro-5-fluoro-pyrimidin-4-yl)methanol ClC1=NC=C(C(=N1)CO)F